1-benzyl-oxy-3-bromo-benzene C(C1=CC=CC=C1)OC1=CC(=CC=C1)Br